ClC=1N=C(C2=C(N1)C(=C(S2)C[C@@H](CO)C)C)NCC=2OC=CC2 (S)-3-(2-chloro-4-((furan-2-ylmethyl)amino)-7-methylthieno[3,2-d]pyrimidin-6-yl)-2-methylpropan-1-ol